C[C@@H]1C=2N(CCN1C(=O)O)C(=NC2)C2=NC(=NS2)C.NCCC[Si](OCC)(C)C 3-aminopropyl-dimethyl-(ethyl)oxysilane (R)-8-methyl-3-(3-methyl-1,2,4-thiadiazol-5-yl)-5,6-dihydroimidazo[1,5-a]pyrazine-7(8H)-carboxylate